(3S,4R)-3-{[5-(4-chlorophenyl)-1,2-oxazol-3-yl]amino}-4-(2,6-difluoro-4-methoxyphenyl)pyrrolidin-2-one Methyl-3-amino-6-chloro-5-(cyclopropylamino)pyrazine-2-carboxylate COC(=O)C1=NC(=C(N=C1N)NC1CC1)Cl.ClC1=CC=C(C=C1)C1=CC(=NO1)N[C@@H]1C(NC[C@H]1C1=C(C=C(C=C1F)OC)F)=O